COC(=O)C1CN(C1)CC1=C(C=C(C=C1C)C1CN(C1)C(=O)OC(C)(C)C)C tert-butyl 3-(4-((3-(methoxycarbonyl)azetidin-1-yl)methyl)-3,5-dimethyl-phenyl)azetidine-1-carboxylate